tert-butyl 5-(((tert-butyloxycarbonyl)(cyclobutylmethyl)amino)methyl)-2-methyl-4H-thieno[3,2-b]pyrrole-4-carboxylate C(C)(C)(C)OC(=O)N(CC1CCC1)CC1=CC2=C(N1C(=O)OC(C)(C)C)C=C(S2)C